L-tryptophan cyanomethyl ester C(#N)COC([C@@H](N)CC1=CNC2=CC=CC=C12)=O